Ethyl rac-5-oxo-2-phenyl-5,7,8,9-tetrahydropyrrolo[1,2-c][1,2,4]triazolo[1,5-a]pyrimidine-9-carboxylate O=C1C=C2N(C=3N1N=C(N3)C3=CC=CC=C3)[C@H](CC2)C(=O)OCC |r|